(2R)-N-(6-(1H-Pyrrolo[2,3-b]pyridin-4-yl)pyridin-3-yl)-2-amino-4-methylpentanamide N1C=CC=2C1=NC=CC2C2=CC=C(C=N2)NC([C@@H](CC(C)C)N)=O